N1(CCNCC1)C1=NC=CC(=N1)NC1=CC=C(C=C1)C(F)(F)F 2-(piperazin-1-yl)-N-[4-(trifluoromethyl)phenyl]pyrimidin-4-amine